3-[2-(2-carbamoyl-2-methylideneethyl)-3-oxo-1H,2H,3H-benzo[e]isoindol-8-yl]-N-(oxan-4-yl)-5-(trifluoromethoxy)benzamide C(N)(=O)C(CN1C(C=2C=CC3=C(C2C1)C=C(C=C3)C=3C=C(C(=O)NC1CCOCC1)C=C(C3)OC(F)(F)F)=O)=C